(S)-6-(1-amino-1,3-dihydro-spiro[inden-2,4'-piperidin]-1'-yl)-3-(1-(2-chloro-5-methylpyridin-3-yl)vinyl)-1H-pyrazolo[3,4-d]pyrimidin-4(5H)-one N[C@@H]1C2=CC=CC=C2CC12CCN(CC2)C=2NC(C1=C(N2)NN=C1C(=C)C=1C(=NC=C(C1)C)Cl)=O